3-(3,5-dichloro-4-methoxybenzoyl)-2,3-dihydro-1,3-benzothiazole ClC=1C=C(C(=O)N2CSC3=C2C=CC=C3)C=C(C1OC)Cl